ClC1=CC(=C(C=C1Cl)[C@H](N[S@@](=O)C(C)(C)C)C1CCN(CC1)C([C@@H](C)O)=O)O (S)-N-((R)-(4,5-dichloro-2-hydroxyphenyl)(1-((R)-2-hydroxypropanoyl)piperidin-4-yl)methyl)-2-methylpropane-2-sulfinamide